1-[(3R,4S)-4-(3-[2-[4-amino-5-(7-fluoro-2H-1,3-benzodioxol-4-yl)-7-(propan-2-yl)-7H-pyrrolo[2,3-d]pyrimidin-6-yl]ethynyl]azetidin-1-yl)-3-fluoropiperidin-1-yl]prop-2-en-1-one NC=1C2=C(N=CN1)N(C(=C2C2=CC=C(C=1OCOC12)F)C#CC1CN(C1)[C@@H]1[C@@H](CN(CC1)C(C=C)=O)F)C(C)C